COC(=O)C1=NC=C(N=C1)N1N=CN=C1[C@H](C)NC(=O)OC(C)(C)C 5-[5-[(1S)-1-(tert-butoxycarbonylamino)ethyl]-1,2,4-triazol-1-yl]pyrazine-2-carboxylic acid methyl ester